2-(tert-butylsulfanyl)ethylamine hydrochloride Cl.C(C)(C)(C)SCCN